C(#N)/C(/C(=O)NCCOCCOCCOC)=C(\C)/C1=CC2=CC=C(C=C2C=C1)N1CCCCC1 (Z)-2-cyano-N-(2-(2-(2-methoxyethoxy)ethoxy)ethyl)-3-(6-(piperidin-1-yl)naphthalen-2-yl)but-2-enamide